methyl (S)-2-(2,6-difluoro-4-((R)-3-(trifluoromethyl)morpholino) benzamido)-3-(8-(4-(trifluoromethyl)isoquinolin-3-yl)imidazo[1,2-a]pyridin-5-yl)propanoate FC1=C(C(=O)N[C@H](C(=O)OC)CC2=CC=C(C=3N2C=CN3)C=3N=CC2=CC=CC=C2C3C(F)(F)F)C(=CC(=C1)N1[C@H](COCC1)C(F)(F)F)F